ClC1=CC=C(C=C1)[C@H](C(=O)N[C@H](C(=O)N[C@H](CCC(=O)O)C(=O)O)C(C)(C)C)C(C)C ((S)-2-((R)-2-(4-chlorophenyl)-3-methylbutanamido)-3,3-dimethylbutanoyl)-D-glutamic acid